chloromethylbicyclo[1.1.1]pentane ClCC12CC(C1)C2